FC1=C(C(=CC=C1)F)C1=NC=2C(=CNC(C2C(=C1)NC1=NC=C(C=C1)N1CCC(CC1)O)=O)C(C)(C)O 2-(2,6-difluorophenyl)-8-(1-hydroxy-1-methyl-ethyl)-4-[[5-(4-hydroxy-1-piperidinyl)-2-pyridinyl]amino]-6H-1,6-naphthyridin-5-one